C(C)(C)(C)OC(NC1=C(C=C(C(=C1)O[Si](C1=CC=CC=C1)(C1=CC=CC=C1)C(C)(C)C)OC)C(=O)N1[C@@H](C[C@H](C1)O)CO[Si](C)(C)C(C)(C)C)=O (2-((2S,4R)-2-(((tert-butyldimethylsilyl)oxy)methyl)-4-hydroxypyrrolidine-1-carbonyl)-5-((tert-butyldiphenylsilyl)oxy)-4-methoxyphenyl)carbamic acid tert-butyl ester